S(=O)(=O)(O)O.ClC1=NSC(=N1)C1=NN=C2N1CCN([C@@H]2C)C(=O)C2=CC(=C(C=C2)F)[2H] (R)-(3-(3-chloro-1,2,4-thiadiazol-5-yl)-8-methyl-5,6-dihydro-[1,2,4]triazolo[4,3-a]pyrazin-7(8H)-yl)(4-fluorophenyl-3-d)methanone sulfate salt